N1(CCCCC1)S(=O)(=O)C1=CC=C(C=C1)CNC(=O)C1=CC2=C(N=CS2)C=C1 N-{[4-(piperidine-1-sulfonyl)phenyl]methyl}-1,3-benzothiazole-6-carboxamide